FC(C(=O)N1[C@@H](CCC1)C(=O)Cl)(F)F N-(trifluoroacetyl)prolyl chloride